S(=O)(=O)([O-])[O-].[Al+3].[NH4+].O.S(=O)(=O)([O-])[O-] water ammonium aluminum sulfate